ClC=1C(=CC(=NC1)C)C1=CC=2N(C=C1)N=C(C2)NC(=O)C2CC2 N-(5-(5-chloro-2-methylpyridin-4-yl)pyrazolo[1,5-a]pyridin-2-yl)cyclopropanecarboxamide